4-(2-amino-4-(3-amino-1H-indazol-5-yl)pyridin-3-yl)but-3-yn-1-ol NC1=NC=CC(=C1C#CCCO)C=1C=C2C(=NNC2=CC1)N